ClC1=C(C=CC=C1)C1=CC(=C(S1)C(=O)OC)NC(=O)NC=1C=NC=C2C=CC(=NC12)C methyl 5-(2-chlorophenyl)-3-(3-(2-methyl-1,6-naphthyridin-8-yl)ureido)thiophene-2-carboxylate